CC12CC3(CC(CC(C1)(C3)C)C2)NCCCS(=O)(=O)O 3-(3,5-dimethyl-1-adamantyl)aminopropane-1-sulfonic acid